C1(CCCCC1)P(C1(C(=C(C=C(C1)C(C)C)C(C)C)C1=CC=CC=C1)C(C)C)C1CCCCC1 2-(dicyclohexylphosphino)-2,4,6-tri-isopropyl-1,1-biphenyl